C1(CC1)[C@@H](CC(=O)O)C1=CN=C(S1)C (R)-3-cyclopropyl-3-(2-methylthiazol-5-yl)propanoic acid